acetyl-methionyl-methyl-silanol C(C)(=O)N[C@@H](CCSC)C(=O)[SiH](O)C